2-ethoxyethylthio-5'-inosinic acid disodium [Na].[Na].C(C)OCCS[C@@]1([C@H](O)[C@H](O)[C@@H](COP(=O)(O)O)O1)N1C=NC=2C(O)=NC=NC12